CC1=C(C=CC=2N1N=C(N2)N[C@H]2CNCC2)C=2C=NNC2 (R)-5-methyl-6-(1H-pyrazol-4-yl)-N-(pyrrolidin-3-yl)-[1,2,4]triazolo[1,5-a]pyridin-2-amine